C(CCC)C(C(=O)O)=C.C(C=C)(=O)O acrylate (butyl acrylate)